1-(2-((2,3-Dichlorophenyl)thio)pyrido[2,3-b]pyrazin-6-yl)-4-methylpiperidin-4-amine ClC1=C(C=CC=C1Cl)SC=1N=C2C(=NC1)N=C(C=C2)N2CCC(CC2)(N)C